2-diethylamino-ethanesulfonic acid (4-{6-amino-5-[1-(2,6-dichloro-3-fluoro-phenyl)-ethoxy]-pyridin-3-yl}-phenyl)-amide NC1=C(C=C(C=N1)C1=CC=C(C=C1)NS(=O)(=O)CCN(CC)CC)OC(C)C1=C(C(=CC=C1Cl)F)Cl